methyl-(S)-2-benzyl-7-methyl-3-((R)-piperidin-3-yl)-3,7,8,9-tetrahydro-6H-imidazo[4,5-f]quinoline CC1=C2C(=C3CC[C@@H](NC3=C1)C)N=C(N2[C@H]2CNCCC2)CC2=CC=CC=C2